CC1(C(C(C(O1)C(=O)OCC)C(=O)OCC)=O)C diethyl 5,5-dimethyl-4-oxotetrahydrofuran-2,3-dicarboxylate